dideuterio-iodo-ethane [2H]C(C)(I)[2H]